tert-Butyl N-[3-[[(3Z)-2-oxo-3-(3-oxoindolin-2-ylidene)indoline-1-carbonyl]amino]propyl]carbamate O=C\1N(C2=CC=CC=C2/C1=C\1/NC2=CC=CC=C2C1=O)C(=O)NCCCNC(OC(C)(C)C)=O